C(CC(=O)[O-])C(=O)C(C(=O)[O-])Cl The molecule is an oxo dicarboxylic acid dianion resulting from the deprotonation of the two carboxy groups of 2-chloro-3-oxoadipic acid. Major species at pH 7.3. It is a conjugate base of a 2-chloro-3-oxoadipic acid.